BrC1=CC=CC=2SC(=CC21)CBr 4-bromo-2-(bromomethyl)benzo[b]thiophene